ClCC1=CN=C(S1)CCC(=O)OCC ethyl 3-(5-(chloromethyl)thiazol-2-yl)propanoate